CS(=O)(=O)C1=CC=C(C=C1)CC1=NC=CC2=CC(=CC=C12)OC(C)C 1-[(4-Methylsulfonylphenyl)methyl]-6-(propan-2-yloxy)isoquinoline